N1=CN=C(C2=CC=CC=C12)N1CC2(C1)CCN(CC2)C(=O)[O-] 2-(quinazolin-4-yl)-2,7-diazaspiro[3.5]nonane-7-carboxylate